3-(4-{2-[1-(2-Methoxy-ethyl)-3-methyl-1H-pyrazol-4-ylamino]-thiazol-4-yl}-phenyl)-oxazolidin-2-one COCCN1N=C(C(=C1)NC=1SC=C(N1)C1=CC=C(C=C1)N1C(OCC1)=O)C